COC(=O)[C@@]1(CCC[C@@]2(C3=CC(=CC=C3CC[C@@H]12)OCC1=CC=CC=C1)C)C.OC1CCC(CC1)NS(=O)(=O)C1=CC=CC=C1 N-((1r,4r)-4-hydroxycyclohexyl)benzenesulfonamide methyl-(1R,4aS,10aR)-6-(benzyloxy)-1,4a-dimethyl-2,3,4,9,10,10a-hexahydrophenanthrene-1-carboxylate